pyrrolo[2,3,4-ij]isoquinolin-2(1H)-one N1C(C2=NC=CC3=CC=CC1=C23)=O